N1=C(C=CC=2N=C3COCC4(N3C21)COC2=C4C=CC=C2)C2=CCN(CC2)C(CC(C)(C)OC)=O 1-(4-(6',8'-dihydro-2H-spiro[benzofuran-3,9'-pyrido[3',2':4,5]imidazo[2,1-c][1,4]oxazin]-2'-yl)-5,6-dihydropyridin-1(2H)-yl)-3-methoxy-3-methylbutan-1-one